C(C)(C)(C)OC(=O)N1CC(C1)NC1=CC2=C(NC([C@@H](N2C)C(C)C)=O)C(=N1)C (S)-3-((2-isopropyl-1,5-dimethyl-3-oxo-1,2,3,4-tetrahydropyrido[3,4-b]pyrazin-7-yl)amino)azetidine-1-carboxylic acid tert-butyl ester